1,3-dihydroxyethylimidazole tetrafluoroborate F[B-](F)(F)F.OC(C)C1=NC=CN1O